N(=[N+]=[N-])C/C(=C/C1=CC=C(C=C1)Cl)/C1=CC=CC=C1 (E)-1-(3-azido-2-phenylprop-1-en-1-yl)-4-chlorobenzene